5-chloro-N-[[(5S)-2-oxo-3-[4-(3-oxo-4-morpholinyl)-phenyl]-1,3-oxazolidin-5-yl]methyl]-2-thiophenecarboxamide ClC1=CC=C(S1)C(=O)NC[C@H]1CN(C(O1)=O)C1=CC=C(C=C1)N1C(COCC1)=O